OCC=1N=C(C2=C(N1)N(C(C2(C)C)=O)C2=CC=C(C=C2)N2CCOCC2)NC (hydroxymethyl)-5,5-dimethyl-4-(methylamino)-7-(4-morpholinophenyl)pyrrolo[2,3-d]pyrimidin-6-one